BrC=1C=C(CNC2=C3N=CN(C3=NC(=N2)Cl)C[C@@H]2OC[C@H]([C@H]2O)O)C=CC1 (2S,3R,4R)-2-((6-((3-bromobenzyl)amino)-2-chloro-9H-purin-9-yl)methyl)tetrahydrofuran-3,4-diol